2-amino-1-(pyridin-3-yl)ethan-1-one-hydrogen chloride salt Cl.NCC(=O)C=1C=NC=CC1